(R)-N-(1,1-Dioxidotetrahydrothiophen-3-yl)-4-oxo-4,5-dihydroimidazo[1,5-a]quinoxaline-8-carboxamide O=S1(C[C@@H](CC1)NC(=O)C1=CC=C2NC(C=3N(C2=C1)C=NC3)=O)=O